N-cyclohexyl-N-(1-(cyclohexylamino)-1-oxo-3-(piperidin-4-yl)propan-2-yl)-2-iodobenzamide C1(CCCCC1)N(C(C1=C(C=CC=C1)I)=O)C(C(=O)NC1CCCCC1)CC1CCNCC1